diethyl [3-(2-fluoro-4-methylphenyl)-4-[4-[(3S)-1-(3-fluoropropyl)pyrrolidin-3-yl]oxyphenyl]-2H-thiochromen-7-yl] phosphate P(=O)(OCC)(OCC)OC1=CC=C2C(=C(CSC2=C1)C1=C(C=C(C=C1)C)F)C1=CC=C(C=C1)O[C@@H]1CN(CC1)CCCF